1,3-dichloropropane-2-ol ClCC(CCl)O